((2-(((3S,6S,10aS)-3-(2,2-dimethyl-4-phenylpyrrolidine-1-carbonyl)-5-oxodecahydropyrrolo[1,2-a]azocin-6-yl)carbamoyl)benzo[b]thiophen-5-yl)difluoromethyl)phosphonic acid CC1(N(CC(C1)C1=CC=CC=C1)C(=O)[C@@H]1CC[C@H]2N1C([C@H](CCCC2)NC(=O)C2=CC1=C(S2)C=CC(=C1)C(F)(F)P(O)(O)=O)=O)C